5-(3-Ethoxy-4-hydroxybenzyl)-2-thioxodihydropyrimidine-4,6(1H,5H)-dione C(C)OC=1C=C(CC2C(NC(NC2=O)=S)=O)C=CC1O